4-{[6-(5-chloro-2-fluorophenyl)pyridazin-4-yl]amino}-N-[2-(piperazin-1-yl)ethyl]-quinoline-7-carboxamide ClC=1C=CC(=C(C1)C1=CC(=CN=N1)NC1=CC=NC2=CC(=CC=C12)C(=O)NCCN1CCNCC1)F